CC1=CN=C(S1)C1=CC(=CC2=C1OCC(N2CC2CNCCO2)=O)C(=O)N[C@H](C)C=2C=NC(=NC2)C(F)(F)F 8-(5-methylthiazol-2-yl)-4-(morpholin-2-ylmethyl)-3-oxo-N-((R)-1-(2-(triFluoromethyl)pyrimidin-5-yl)ethyl)-3,4-dihydro-2H-benzo[b][1,4]oxazine-6-carboxamide